((1s,3s)-3-((4-methoxy-3-nitrobenzyl)oxy)cyclobutyl)carbamic acid tert-butyl ester C(C)(C)(C)OC(NC1CC(C1)OCC1=CC(=C(C=C1)OC)[N+](=O)[O-])=O